C1(CC1)C=1N=NN(C1)[C@H](C(=O)N1[C@@H](C[C@H](C1)O)C(=O)NC[C@@H]1O[C@H](CC1)C1=CC=CC=C1)C(C)(C)C (2S,4R)-1-[(2S)-2-(4-cyclopropyltriazol-1-yl)-3,3-dimethyl-butanoyl]-4-hydroxy-N-[[(2R,5R)-5-phenyltetrahydrofuran-2-yl]methyl]pyrrolidine-2-carboxamide